NCCP([O-])([O-])=O (d-2-aminoethyl)phosphonate